O1CCN(CC1)C(C[C@H](C(N[C@@H](CCCC1=CC=CC=C1)B1OC(C(O1)(C)C)(C)C)=O)NC(=O)C1OCCCC1)=O N-((R)-4-morpholino-1,4-dioxo-1-(((R)-4-phenyl-1-(4,4,5,5-tetramethyl-1,3,2-dioxaborolan-2-yl)butyl)amino)butan-2-yl)tetrahydro-2H-pyran-2-carboxamide